C(C)(=O)N1CCC=2C1=NC=CC2N2CC(C2)CNC(OC(C)(C)C)=O tert-butyl ((1-(1-acetyl-2,3-dihydro-1H-pyrrolo[2,3-b]pyridin-4-yl)azetidin-3-yl)methyl)carbamate